[5-carbamoyl-2-(2-furyl)-9-(phenylmethyl)carbazol-4-yl]oxyacetic acid C(N)(=O)C1=C2C=3C(=CC(=CC3N(C2=CC=C1)CC1=CC=CC=C1)C=1OC=CC1)OCC(=O)O